C(C1=CC=CC=C1)N1CCC(CC1)CCNC(=O)N1[C@@H](CN(C[C@H]1C)C1=NC=C(N=C1)C(F)(F)F)C (2R,6R)-N-[2-(1-Benzylpiperidin-4-yl)ethyl]-2,6-dimethyl-4-[5-(trifluoromethyl)pyrazin-2-yl]piperazine-1-carboxamide